7-(5-(5-((R)-1-(3,5-dimethylpyridazin-4-yl)ethoxy)-1H-indazol-3-yl)-3-methoxypyridin-2-yl)hexahydroimidazo[1,5-a]pyrazin-3(2H)-one CC=1N=NC=C(C1[C@@H](C)OC=1C=C2C(=NNC2=CC1)C=1C=C(C(=NC1)N1CC2N(CC1)C(NC2)=O)OC)C